7-(trans-2-aminocyclopropyl)-N-(5-methyl-1,3,4-thiadiazol-2-yl)-2,3-dihydro-1-benzofuran-5-carboxamide N[C@H]1[C@@H](C1)C1=CC(=CC=2CCOC21)C(=O)NC=2SC(=NN2)C